N-(2-acetamido-4-((5-chloro-4-(1H-indol-3-yl)pyrimidin-2-yl)amino)phenyl)-3-(dimethylamino)-N-ethylpropanamide C(C)(=O)NC1=C(C=CC(=C1)NC1=NC=C(C(=N1)C1=CNC2=CC=CC=C12)Cl)N(C(CCN(C)C)=O)CC